(3S,4R)-N-[5-chloro-7-(sec-butyl)imidazo[4,3-f][1,2,4]triazin-2-yl]-3-fluoropiperidin-4-amine hydrochloride Cl.ClC=1N=C(N2N=C(N=CC21)N[C@H]2[C@H](CNCC2)F)C(C)CC